N-(1-(4,4-difluoropiperidin-1-yl)pyrrolo[1,2-c]pyrimidin-3-yl)-4-(2-hydroxyethylsulfonamido)-2-(6-azaspiro[2.5]octan-6-yl)benzamide FC1(CCN(CC1)C1=NC(=CC=2N1C=CC2)NC(C2=C(C=C(C=C2)NS(=O)(=O)CCO)N2CCC1(CC1)CC2)=O)F